N1-((S)-4-methyl-1-oxo-1-(((S)-3-oxo-1-((S)-2-oxopyrrolidin-3-yl)-4-(2,3,5,6-tetrafluorophenoxy)butan-2-yl)amino)pentan-2-yl)-N2-((S)-tetrahydro-2H-pyran-3-yl)oxalamide CC(C[C@@H](C(N[C@@H](C[C@H]1C(NCC1)=O)C(COC1=C(C(=CC(=C1F)F)F)F)=O)=O)NC(C(=O)N[C@@H]1COCCC1)=O)C